NC(C(=O)[O-])CCCCCCCCCC aminolaurate